N1C=CC2=CC(=CC=C12)CNC(OC(C)(C)C)=O tert-butyl (1H-indol-5-yl)methylcarbamate